3-(trimethoxysilyl)propyl-hexadecyl-dimethyl-ammonium chloride [Cl-].CO[Si](CCC[N+](C)(C)CCCCCCCCCCCCCCCC)(OC)OC